Naphtho[2,3-h]Carbazole C1=CC=CC=2NC=3C=C4C(=CC3C12)C=C1C=CC=CC1=C4